1-((2,4-dichloropyrimidin-5-yl)methyl)-4-methyl-1,4-azaphosphinane 4-oxide ClC1=NC=C(C(=N1)Cl)CN1CCP(CC1)(C)=O